P(=O)(OC(CN(CCC)C(C=C)=O)CN(C(C=C)=O)CCC)(O)[O-] 1,3-bis-(N-acryloyl-N-propyl-amino)-prop-2-yl hydrogen phosphate